P(=O)(OCC(CN(CCCCCCCC)CCCCCCCC)C)(OCCCCCCCCC)O 3-(dioctylamino)-2-methylpropyl nonyl hydrogen phosphate